1-(4-Fluoro-2-(1-methyl-1H-tetrazol-5-yl)phenyl)hexan-1-ol FC1=CC(=C(C=C1)C(CCCCC)O)C1=NN=NN1C